4-bromo-5-methyl-1-{[3-(methylsulfonyl)tricyclo[3.3.1.13,7]dec-1-yl]methyl}-1H-pyrazole BrC=1C=NN(C1C)CC12CC3(CC(CC(C1)C3)C2)S(=O)(=O)C